C(CC)C1(C=CC=C1)[Mo] (propylcyclopentadienyl)molybdenum